triazolal C1=CN(N=N1)C=O